CC1CCNCCC1 4-methyl-azepane